(2-bromo-6-chloropyridin-4-yl)-2-methylmorpholine-4-carboxylate BrC1=NC(=CC(=C1)OC(=O)N1CC(OCC1)C)Cl